N-(3,5-Dimethoxyphenyl)-2-ethynyl-N-(1-(isoquinolin-1-yl)-2-oxopyrrolidin-3-yl)thiazole-4-carboxamide COC=1C=C(C=C(C1)OC)N(C(=O)C=1N=C(SC1)C#C)C1C(N(CC1)C1=NC=CC2=CC=CC=C12)=O